ClC=1C(=NC(=NC1)NC1CCC(CC1)NCCOC)C=1C=C2C(CN(CC2=CC1)C)(C)C 6-(5-Chloro-2-(((1r,4r)-4-((2-methoxyethyl)amino)cyclohexyl)amino)pyrimidin-4-yl)-2,4,4-Trimethyl-3,4-dihydroisoquinolin